COC1=NC=C(C=C1S(=O)(=O)N1CC2(C1)OCC(C2)=O)C 2-((2-methoxy-5-methylpyridin-3-yl)sulfonyl)-5-oxa-2-azaspiro[3.4]octan-7-one